4-(2-bromoethyl)-4-(4-methoxy-3-methylphenyl)cyclohexanecarboxylic acid ethyl ester C(C)OC(=O)C1CCC(CC1)(C1=CC(=C(C=C1)OC)C)CCBr